(1R,5S)-3-(7-bromo-2-chloro-8-fluoroquinazolin-4-yl)-3,8-diazabicyclo[3.2.1]octane-8-carboxylic acid tert-butyl ester C(C)(C)(C)OC(=O)N1[C@H]2CN(C[C@@H]1CC2)C2=NC(=NC1=C(C(=CC=C21)Br)F)Cl